tert-butyl (2S,6S)-2,6-dimethyl-4-oxo-piperidine-1-carboxylate C[C@@H]1N([C@H](CC(C1)=O)C)C(=O)OC(C)(C)C